(2S)-1-((R)-2-AMINO-4-PHENYLBUTANOYL)-N-(4-CARBAMIMIDOYLBENZYL)-4-PHENYLPYRROLIDINE-2-CARBOXAMIDE DIHYDROCHLORIDE Cl.Cl.N[C@@H](C(=O)N1[C@@H](CC(C1)C1=CC=CC=C1)C(=O)NCC1=CC=C(C=C1)C(N)=N)CCC1=CC=CC=C1